FC=1C(=CC(=NC1)NN)I (5-fluoro-4-iodo-2-pyridyl)hydrazine